The molecule is an enyne that is (4E,15Z,29Z)-dotriaconta-4,15,29-triene-1,31-diyne substituted by hydroxy groups at positions 3 and 28 (the 3R,28S-stereoisomer). It has been isolated from the marine sponge Petrosia. It has a role as an antineoplastic agent, an animal metabolite and a marine metabolite. It is a diol, an enyne, a secondary alcohol and a terminal acetylenic compound. C#C/C=C\\[C@H](CCCCCCCCCCC/C=C\\CCCCCCCCC/C=C/[C@H](C#C)O)O